C(C)C1=CC=C(C=C1)[C@@H](CC1=CC=CC=C1)\N=C(\C1=CC=C(C=C1)C(F)(F)F)/C#N (R,Z)-N-(1-(4-ethylphenyl)-2-phenylethyl)-4-(trifluoromethyl)benzimidoyl cyanide